C(C)(C)(C)OC(=O)N1C[C@H]([C@@H](C1)C)C(=O)O (3S,4S)-1-tert-butoxycarbonyl-4-methyl-pyrrolidine-3-carboxylic acid